L-CYSTINE C([C@@H](C(=O)O)N)SSC[C@@H](C(=O)O)N